CN1CCN(CC1)C(=O)O[C@@H]1CC[C@H](CC1)C(N(C[C@@H]1CC[C@H](CC1)C1=CC(=C(C=C1)OC)C)C1=NC=CC(=C1)C=1N=C(OC1)CC)=O trans-4-((4-(2-Ethyloxazol-4-yl) pyridin-2-yl)((trans-4-(4-methoxy-3-methylphenyl) cyclohexyl)methyl) carbamoyl)cyclohexyl 4-methylpiperazine-1-carboxylate